(2'-fluoro-[1,1'-biphenyl]-2-yl)boronic acid FC1=C(C=CC=C1)C1=C(C=CC=C1)B(O)O